N[C@@]1(CN(CCC1)[C@H](C(=O)NC1=NC=C(C=C1)Cl)C)C(F)(F)F (S)-2-((S)-3-amino-3-(trifluoromethyl)piperidin-1-yl)-N-(5-chloropyridin-2-yl)propanamide